1-methylpropyl-2-(2-hydroxyethyl)-1-piperidinecarboxylate CC(CC)OC(=O)N1C(CCCC1)CCO